rac-(1S*,2S*)-(3-chlorophenyl)cyclopropanecarboxylic acid ClC=1C=C(C=CC1)C1(CC1)C(=O)O